C(C)OC(/C=C/C1CC2(CN(C2)C(=O)OC(C)(C)C)C1)=O Tert-butyl (E)-6-(3-ethoxy-3-oxoprop-1-en-1-yl)-2-azaspiro[3.3]heptane-2-carboxylate